[(3S)-1-(2-benzyloxyethyl)-5-oxo-pyrrolidin-3-yl] 4-[3-[2-(cyclopropoxy)-3-pyridyl]pyrazolo[1,5-a]pyrimidin-5-yl]piperazine-1-carboxylate C1(CC1)OC1=NC=CC=C1C=1C=NN2C1N=C(C=C2)N2CCN(CC2)C(=O)O[C@@H]2CN(C(C2)=O)CCOCC2=CC=CC=C2